C(C(O)CC(=O)O)(=O)O.C(C(O)CC(=O)O)(=O)O malic acid (malate)